N-Methyl-6-(2-methylimidazo[2,1-b][1,3,4]thiadiazol-6-yl)-N-(2,2,6,6-tetramethylpiperidin-4-yl)[1,3]thiazolo[4,5-c]pyridin-2-amin CN(C=1SC2=C(C=NC(=C2)C=2N=C3SC(=NN3C2)C)N1)C1CC(NC(C1)(C)C)(C)C